5-(1-methyl-4-(1-(phenylsulfonyl)-1H-pyrrolo[2,3-b]pyridin-4-yl)-1H-pyrazol-3-yl)isothiazole CN1N=C(C(=C1)C1=C2C(=NC=C1)N(C=C2)S(=O)(=O)C2=CC=CC=C2)C2=CC=NS2